[Si](C)(C)(C(C)(C)C)OC=1C=C2C(=NN(C2=CC1)C1OCCCC1)C=1N=C(N(C1)C)CCOC(=O)NCC[C@H](C)CS(=O)(=O)[O-] [(1S)-3-[2-[4-[5-[tert-butyl(dimethyl)silyl]oxy-1-tetrahydropyran-2-yl-indazol-3-yl]-1-methyl-imidazol-2-yl]ethoxy carbonylamino]-1-methyl-propyl]methanesulfonate